benzylbutyl phthalate (Benzyl butyl phthalate) C(C1=CC=CC=C1)C=1C(=C(C(C(=O)O)=CC1)C(=O)O)CCCC.C(C=1C(C(=O)O)=CC=CC1)(=O)OCCCCCC1=CC=CC=C1